C(CCCCCCCCC)NC(=O)N(CCCCCCC)CCCCCCC N-decyl-N',N'-diheptylurea